C(C(=C)CC(=O)O)(=O)O.C(C(=C)CC(=O)O)(=O)O.OCCCNC([C@H](O)C(C)(C)CO)=O panthenol diitaconate